tert-butyl (1-vinyl-2-oxabicyclo[2.2.2]octan-4-yl)carbamate C(=C)C12OCC(CC1)(CC2)NC(OC(C)(C)C)=O